2-methyl-1-[6-methyl-4-(trifluoromethyl)pyridin-2-yl]Pyrrolidine-2,4-dicarboxamide CC1(N(CC(C1)C(=O)N)C1=NC(=CC(=C1)C(F)(F)F)C)C(=O)N